tin bis(butyl) oxide C(CCC)OCCCC.[Sn]